O=C1OCC(N1C(=O)[O-])C=1OC(=NN1)C1=C(C=CC=C1)NC1=CC=C(C=C1)C(F)(F)F 2-oxo-4-(5-(2-((4-(trifluoromethyl)phenyl)amino)phenyl)-1,3,4-oxadiazol-2-yl)oxazolidine-3-carboxylate